3-(1-(3-carboxybenzyl)-4-(2',3',4',5'-tetrahydro-[1,1'-biphenyl]-4-yl)-1H-benzo[d]imidazol-2-yl)benzoic acid C(=O)(O)C=1C=C(CN2C(=NC3=C2C=CC=C3C3=CC=C(C=C3)C=3CCCCC3)C=3C=C(C(=O)O)C=CC3)C=CC1